N1[C@@H](COCC1)[C@H]1OCCN2N=C3C=CC=CC3=C21 |&1:6| (+/-)-1-((S)-morpholin-3-yl)-3,4-dihydro-1H-[1,4]oxazino[4,3-b]indazole